FC1=CC(=C(OC2=NC=C(C(=C2B(O)O)C)C(F)(F)F)C=C1)C [2-(4-Fluoro-2-methyl-phenoxy)-4-methyl-5-(trifluoromethyl)-3-pyridinyl]boronic acid